2-((1-(2-fluoro-4-(1-(tetrahydro-2H-pyran-2-yl)-1H-pyrazol-4-yl)phenyl)piperidin-4-yl)methyl)-1,2-thiazinane 1,1-dioxide FC1=C(C=CC(=C1)C=1C=NN(C1)C1OCCCC1)N1CCC(CC1)CN1S(CCCC1)(=O)=O